O=C1C(=CNC2=CC=CC=C12)C=O 4-OXO-1H-QUINOLINE-3-CARBALDEHYDE